2-chloro-4-(1,1-difluoroethyl-pyrimidin-5-yl)-1-cyclopropyl-1H-benzo[d]imidazole-6-carbonitrile ClC1=NC2=C(N1C1CC1)C=C(C=C2C=2C=NC(=NC2)C(C)(F)F)C#N